C(C)(C)(C)C1=CC=C(C=C1)C=1N=C2SCC3(CN2C(C1C#N)=O)COC3 8'-(4-tert-butylphenyl)-6'-oxo-4',6'-dihydro-2'H-spiro[oxetane-3,3'-pyrimido[2,1-b][1,3]thiazine]-7'-carbonitrile